ClC=1C=CC(=C(C1)C1=NNC=C1C=1N=C2C=C(C=NC2=CC1)N1CCC(CC1)N)F 1-[6-[3-(5-chloro-2-fluoro-phenyl)-1H-pyrazol-4-yl]-1,5-naphthyridin-3-yl]piperidin-4-amine